C1(=C2N(C=N1)CCC2)C(C(=O)NC=2SC=CN2)N2C(C1=CC(=CC(=C1C2)F)N2N=CC(=C2)C2CCNCC2)=O 2-(6,7-Dihydro-5H-pyrrolo[1,2-c]imidazol-1-yl)-2-[4-fluoro-1-oxo-6-[4-(4-piperidyl)pyrazol-1-yl]isoindolin-2-yl]-N-thiazol-2-yl-acetamide